Cl.CC1=C(C=C(C=C1)NC(C1=CC(=NC=C1)C(F)(F)F)=O)C1=CC=C2C(CC3(CCNCC3)OC2=C1)=O N-(4-methyl-3-(4-oxospiro[chromane-2,4'-piperidin]-7-yl)phenyl)-2-(trifluoromethyl)isonicotinamide hydrochloride